C1(CC1)C=1C=C(C=2N(C1)C=C(N2)CNC2=CC=1NC(=NC(C1N=C2)=O)C2C(C2)C2=NC=CC(=N2)C)N2C(N(C(C2)=O)C)=O 1-(6-cyclopropyl-2-(((2-(2-(4-methylpyrimidin-2-yl)cyclopropyl)-4-oxo-1,4-dihydropyrido[3,2-d]pyrimidin-7-yl)amino)methyl)imidazo[1,2-a]pyridin-8-yl)-3-methylimidazolidine-2,4-dione